CNC(CCCCC)=O 1-methylamino-1-oxohexan